3-((4-chloro-1-methyl-1H-pyrazol-5-yl)methyl)-2-((4-oxocyclohexyl)methyl)isoindolin-1-one ClC=1C=NN(C1CC1N(C(C2=CC=CC=C12)=O)CC1CCC(CC1)=O)C